OCCCC1CCNCC1 4-(3-hydroxypropyl)-piperidine